lithium (1+) 7-methyl-5H,6H,7H,8H-imidazo[1,2-a]pyrazine-2-carboxylate CN1CC=2N(CC1)C=C(N2)C(=O)[O-].[Li+]